FC1(CCN(CC1)CCCCCCC(=O)NCC=1C=2C3=C(C(N(C3=CC1)C1C(NC(CC1)=O)=O)=O)C=CC2)F 7-(4,4-difluoropiperidin-1-yl)-N-((1-(2,6-dioxopiperidin-3-yl)-2-oxo-1,2-dihydrobenzo[cd]indol-6-yl)methyl)heptanamide